4-((4-methyl-5-phenyl-4H-1,2,4-triazol-3-yl)methyl)benzohydrazide CN1C(=NN=C1C1=CC=CC=C1)CC1=CC=C(C(=O)NN)C=C1